3,4-bis[(4-hydroxyphenyl)methyl]oxapentan-2-one OC1=CC=C(C=C1)CC(C(O)=O)C(C)CC1=CC=C(C=C1)O